P(O)(=O)(OP(=O)(O)OP(=O)(O)O)OC[C@@H]1[C@H]([C@H]([C@@H](O1)N1C=CC=2C(=O)NC(N)=NC12)O)O 7-deaza-guanosine-5'-triphosphate